(S)-4-(5-(2-fluorophenyl)-4-(4-isobutyryl-2-methylpiperazin-1-yl)-7H-pyrrolo[2,3-d]pyrimidin-7-yl)-1-methyl-1H-pyrrole-2-carbonitrile FC1=C(C=CC=C1)C1=CN(C=2N=CN=C(C21)N2[C@H](CN(CC2)C(C(C)C)=O)C)C=2C=C(N(C2)C)C#N